(isocyanoimino)triphenylphosphorane [N+](#[C-])N=P(C1=CC=CC=C1)(C1=CC=CC=C1)C1=CC=CC=C1